ClC=1C(=NC(=NC1)NC1CCOCC1)C1=CC=C2CN(C(C2=C1)=O)[C@H](C(=O)O)C (S)-2-(6-(5-chloro-2-((oxan-4-yl)amino)pyrimidin-4-yl)-1-oxoisoindolin-2-yl)propanoic acid